4,6-difluoroindole-2,3-dione FC1=C2C(C(NC2=CC(=C1)F)=O)=O